CC1=CC=C(C=C1)[S+](C1=CC=C(C=C1)C)C1=CC=C(C=C1)C Tri(4-methylphenyl)sulfonium